6-(2-chlorophenyl)-3-(4-isoquinolinyl)-1-(2-methoxyethyl)thieno[3,2-d]pyrimidine-2,4-dione ClC1=C(C=CC=C1)C1=CC=2N(C(N(C(C2S1)=O)C1=CN=CC2=CC=CC=C12)=O)CCOC